(E)-1-(4-(1,4-oxaazepan-4-carbonyl)piperidin-1-yl)-3-(4-chlorophenyl)prop-2-en-1-one 3-(Pentadecyloxy)-5-(tetradecyloxy)benzyl-4-(4-(2-hydroxyethyl)piperazin-1-yl)butanoate C(CCCCCCCCCCCCCC)OC=1C=C(COC(CCCN2CCN(CC2)CCO)=O)C=C(C1)OCCCCCCCCCCCCCC.O1CCN(CCC1)C(=O)C1CCN(CC1)C(\C=C\C1=CC=C(C=C1)Cl)=O